1-((2-(3,4-dichlorophenyl)-1,2,3,4-tetrahydroisoquinolin-6-yl)methyl)azetidine-3-carboxylic acid ClC=1C=C(C=CC1Cl)N1CC2=CC=C(C=C2CC1)CN1CC(C1)C(=O)O